NC1=NC(=NC=2N1N=C(N2)C=2OC=CC2)NCCCC2=CC=C(C=C2)NS(=O)(=O)C2=CC(=C(OC(=O)N[C@@H](C(C)C)C(=O)OC)C(=C2)Cl)C(N)=O Methyl ((4-(N-(4-(3-((7-amino-2-(furan-2-yl)-[1,2,4]triazolo[1,5-a][1,3,5]triazin-5-yl)amino)propyl)phenyl)sulfamoyl)-2-carbamoyl-6-chlorophenoxy)carbonyl)valinate